O=C(CCCNC=1C=C(C(N(C1)COCC[Si](C)(C)C)=O)C(F)(F)F)N1CCN(CC1)C1=NC=C(C=N1)C(F)(F)F 5-((4-oxo-4-(4-(5-(trifluoromethyl)pyrimidin-2-yl)piperazin-1-yl)butyl)amino)-3-(trifluoromethyl)-1-((2-(trimethylsilyl)ethoxy)methyl)pyridin-2(1H)-one